C(CCCCC(=O)OCOC(=O)N1C=C(C2=CC=CC=C12)CCN(C)C)(=O)OC(C)(C)C tert-butyl (((3-(2-(dimethylamino) ethyl)-1H-indole-1-carbonyl) oxy) methyl) adipate